tert-butyl 4-(4-(6-amino-2-fluoro-5-(7-fluoro-1-oxo-1,2,3,4-tetrahydroisoquinolin-6-yl)pyridin-3-yl)-2-cyanophenoxy)piperidine-1-carboxylate NC1=C(C=C(C(=N1)F)C1=CC(=C(OC2CCN(CC2)C(=O)OC(C)(C)C)C=C1)C#N)C=1C=C2CCNC(C2=CC1F)=O